BrC=1C=C2C(=NC1)C1=C(N2C(C2CCOCC2)C2=NC=CC=C2F)C(=CS1)C 6-bromo-4-((3-fluoropyridin-2-yl)(tetrahydro-2H-pyran-4-yl)methyl)-3-methyl-4H-thieno[2',3':4,5]pyrrolo[3,2-b]pyridine